O=C1NC(CCC1N1C(C2=CC=CC(=C2C1=O)OCC(NCCOCCOCCOCCOCCC(=O)O)=O)=O)=O 1-((2-(2,6-dioxopiperidin-3-yl)-1,3-dioxoisoindolin-4-yl)oxy)-2-oxo-6,9,12,15-tetraoxa-3-azaoctadecan-18-oic acid